N1=CN=C(C=C1)C1=CNC2=NC=CC(=C21)N2C[C@]1(CC2)NCCCC1 (5S)-2-(3-pyrimidin-4-yl-1H-pyrrolo[2,3-b]pyridin-4-yl)-2,6-diazaspiro[4.5]decane